O-(1-(6-methoxy-5-(trifluoromethyl)pyridin-3-yl)propyl)hydroxylamine COC1=C(C=C(C=N1)C(CC)ON)C(F)(F)F